ClC1=CC=C(CN2C[C@@H]([C@@H](CC2)NC[C@](COC2=C(C=CC(=C2)F)CC(=O)O)(C)O)C)C=C1 (2-{[(2S)-3-{[(3S,4R)-1-(4-chlorobenzyl)-3-methylpiperidin-4-yl]amino}-2-hydroxy-2-methylpropyl]oxy}-4-fluorophenyl)acetic acid